1,4-dihydroquinazolin N1C=NCC2=CC=CC=C12